CC1C(CCC(C1C)C)N=C=O 2,3,4-trimethylcyclohexyl isocyanate